CP(C1=C(C=CC=C1)NC=1C2=C(N=C(N1)NC=1C=CC3=C(OC[C@H]4N3CCOC4)C1)NC=C2)(C)=O (S)-dimethyl-(2-((2-((1,2,4a,5-tetrahydro-4H-benzo[b][1,4]oxazino[4,3-d][1,4]oxazin-8-yl)amino)-7H-pyrrolo[2,3-d]pyrimidin-4-yl)amino)phenyl)phosphine oxide